5-phenyl-7-(2-(4-acetylphenyl)-1H-1-indolyl)benzothiophene C1(=CC=CC=C1)C=1C=C(C2=C(C=CS2)C1)N1C(=CC2=CC=CC=C12)C1=CC=C(C=C1)C(C)=O